5-(benzyloxy)indoline 2-ethylhexyl-2-hydroxybenzoate C(C)C(COC(C1=C(C=CC=C1)O)=O)CCCC.C(C1=CC=CC=C1)OC=1C=C2CCNC2=CC1